P(OCC(C1=C(C=C(C=C1C)C(C)(C)C)C(C)(C)C)C1=C(C=C(C=C1C)C(C)(C)C)C(C)(C)C)([O-])[O-] bis(2,4-di-t-butyl-6-methylphenyl)ethyl phosphite